7-chloro-2,3-di(thien-2-yl)-5H-1,4-benzodiazepine ClC=1C=CC2=C(CN=C(C(=N2)C=2SC=CC2)C=2SC=CC2)C1